C(C1CO1)OC(C[Si](OC)(OC)OC)C β-glycidoxypropyl-trimethoxysilane